N12CC(C(CC1)CC2)OC(C(CCS(=O)C)(C2=CC=CC=C2)CO)=O 2-hydroxymethyl-4-methanesulfinyl-2-phenyl-butanoic acid 1-aza-bicyclo[2.2.2]oct-3-yl ester